tert-butyl ((2-chloro-[1,1'-biphenyl]-4-yl)methyl)(4-oxobutyl)carbamate ClC1=C(C=CC(=C1)CN(C(OC(C)(C)C)=O)CCCC=O)C1=CC=CC=C1